COC=1C=C2CCN3C(C2=CC1C1=NN(C=C1)C)=C(N=C3C(=O)N3[C@](CCC3)(C#N)C)CC(F)(F)F (R)-1-(8-methoxy-9-(1-methyl-1H-pyrazol-3-yl)-1-(2,2,2-trifluoroethyl)-5,6-dihydroimidazo[5,1-a]isoquinoline-3-carbonyl)-2-methylpyrrolidine-2-carbonitrile